3,4-diethylaniline C(C)C=1C=C(N)C=CC1CC